1-((2-(diethylamino)ethyl)amino)anthracene-9,10-dione C(C)N(CCNC1=CC=CC=2C(C3=CC=CC=C3C(C12)=O)=O)CC